BrC(C(=O)N)C(F)(F)F 2-bromo-3,3,3-trifluoropropionamide